O1COC2C1COC2 tetrahydrofuro[3,4-d][1,3]dioxol